C(C(=C)C)(=O)N Methacrylamid